C(C1CO1)C1=C(C(=C(C(=C1C1=C(C(=C(C(=C1CC1CO1)C)OC1=CC(=CC=C1)N)C)CC1CO1)CC1CO1)C)OC1=CC(=CC=C1)N)C tetraglycidyl-4,4'-bis(3-aminophenoxy)-3,3',5,5'-tetramethylbiphenyl